(2-((4aS,5aR)-5,5-difluoro-5a-methyl-1,4,4a,5,5a,6-hexahydrocyclopropa[f]indazol-3-yl)-1H-indol-5-yl)(piperazin-1-yl)methanone FC1([C@H]2CC=3C(=NNC3C[C@]21C)C=2NC1=CC=C(C=C1C2)C(=O)N2CCNCC2)F